C(C1=CC=CC=C1)[C@@H]1N(CCC1)C1=NC=C2C(=N1)N(N=C2C=2C(=C(C(=C(C2)C(F)(F)F)F)O)F)C (R)-3-(6-(2-Benzylpyrrolidin-1-yl)-1-methyl-1H-pyrazolo[3,4-d]pyrimidin-3-yl)-2,6-difluoro-5-(trifluoromethyl)phenol